tert-butyl 5-hydroxyisoindoline-2-carboxylate OC=1C=C2CN(CC2=CC1)C(=O)OC(C)(C)C